1-(4-(5-((4-(Imidazo[1,2-a]pyridin-3-yl)-5-methylpyrimidin-2-yl)amino)pyridin-2-yl)piperazin-1-yl)ethan-1-one N=1C=C(N2C1C=CC=C2)C2=NC(=NC=C2C)NC=2C=CC(=NC2)N2CCN(CC2)C(C)=O